(R)-6-(4-(4-acryloyl-2-methylmorpholin-2-yl)-6-chloropyridin-2-yl)-N-methylpyrimidine-4-carboxamide C(C=C)(=O)N1C[C@@](OCC1)(C)C1=CC(=NC(=C1)Cl)C1=CC(=NC=N1)C(=O)NC